3-cyano-1H-pyrrolo[2,3-b]pyridine-5-sulfonyl chloride C(#N)C1=CNC2=NC=C(C=C21)S(=O)(=O)Cl